7-bromo-5-chloro-2-((2-(trimethylsilyl)ethoxy)methyl)-2H-pyrazolo[4,3-b]pyridin-3-amine BrC=1C=2C(N=C(C1)Cl)=C(N(N2)COCC[Si](C)(C)C)N